ClC=1C=C(C=C(C1)Cl)S(=O)(=O)NC1=CC=C(C=C1)S(NC1=CC(=CC=C1)OC(F)(F)F)(=O)=O 3,5-dichloro-N-(4-(N-(3-trifluoromethoxyphenyl)sulfamoyl)phenyl)benzenesulfonamide